4-[6-amino-1-[(4-nitrophenyl)methyl]pyrazolo[3,4-d]pyrimidin-4-yl]pyridine-2-carbonitrile NC1=NC(=C2C(=N1)N(N=C2)CC2=CC=C(C=C2)[N+](=O)[O-])C2=CC(=NC=C2)C#N